2-(trans-4-aminocyclohexyl)-7-chloro-N-[(4,6-dimethyl-2-oxo-1,2-dihydropyridine-3-yl)methyl]-2,4-dimethyl-1,3-benzodioxole-5-formamide N[C@@H]1CC[C@H](CC1)C1(OC2=C(O1)C(=CC(=C2C)C(=O)NCC=2C(NC(=CC2C)C)=O)Cl)C